[C-]#[Cr].[C-]#[Cr].[Cr+2] CHROMIUM CARBIDE